C(C)N(CCNC(=O)C1=C(NC(=C1C)\C=C\1/C(N(C2=CC=C(C=C12)F)C(=O)N1CCNCC1)=O)C)CC (Z)-N-(2-(diethylamino)ethyl)-5-((5-fluoro-2-oxo-1-(piperazine-1-carbonyl)indolin-3-ylidene)methyl)-2,4-dimethyl-1H-pyrrole-3-carboxamide